FC1=C(N)C=C(C(=C1)Cl)C(F)(F)F 2-fluoro-4-chloro-5-trifluoromethyl-aniline